C(#N)C1=CC=C(C=C1)N1N=C(C(C1=O)C(=O)NC1=CC(=CC=C1)C(CC)(F)F)C 1-(4-cyanophenyl)-N-(3-(1,1-difluoropropyl)phenyl)-3-methyl-5-oxo-4,5-dihydro-1H-pyrazole-4-carboxamide